6-(1-acryl-azacyclohexane-4-yl)-N4-(3-chloro-4-fluorophenyl)-7-methoxyquinazoline-4,6-diamine C(=O)(C=C)N1CCC(CC1)C1(CC=2C(=NC=NC2C=C1OC)NC1=CC(=C(C=C1)F)Cl)N